6-amino-4-methyl-8-(β-D-ribofuranosyl)pyrrolo[4,3,2-de]pyrimido[4,5-c]pyridazine NN1CN(CC23C1N=NC(=C2)N(C3)[C@H]3[C@H](O)[C@H](O)[C@H](O3)CO)C